NC1=NN2C(C(=CC(=C2)OC(F)F)C=2C=NC(=CC2)N2CC3N(C(C2)C3)CC=3C=NC(=CC3)OC)=C1C#N 2-amino-6-(difluoromethoxy)-4-(6-(6-((6-methoxypyridin-3-yl)methyl)-3,6-diazabicyclo[3.1.1]Heptane-3-yl)pyridin-3-yl)pyrazolo[1,5-a]Pyridine-3-carbonitrile